(S)-N-(2-methyl-1-(4-(5-phenyl-1,3,4-oxadiazol-2-yl)phenyl)propyl)-P,P-diphenylphosphinic amide CC([C@@H](C1=CC=C(C=C1)C=1OC(=NN1)C1=CC=CC=C1)NP(=O)(C1=CC=CC=C1)C1=CC=CC=C1)C